trans-1-(2-fluoro-5-methoxy-3'-(trifluoromethyl)-[1,1'-biphenyl]-4-yl)hexahydro-1H-pyrido[3,4-b][1,4]oxazin-2(3H)-one FC1=C(C=C(C(=C1)N1[C@H]2[C@H](OCC1=O)CNCC2)OC)C2=CC(=CC=C2)C(F)(F)F